N-((cis)-4-(((R)-2-(3-fluorophenyl)-2-hydroxyethyl)amino)-cyclohexyl)acetamide FC=1C=C(C=CC1)[C@H](CN[C@H]1CC[C@H](CC1)NC(C)=O)O